N1(C=CC=2C1=NC=CC2)C2=NC(=NC=C2)NC=2C(=CC(=C(C2)NC(\C=C\CN2CCOCC2)=O)OC)OC (E)-N-(5-((4-(1H-pyrrolo[2,3-b]pyridin-1-yl)pyrimidin-2-yl)amino)-2,4-dimethoxyphenyl)-4-morpholinobut-2-enamide